(diethylamino)ethyl acetylsalicylate C(C)(=O)OC=1C(C(=O)OCCN(CC)CC)=CC=CC1